CN(C1=NC=C(C=C1)C1=CC2=C(CC3=C2NN=C3C3=CC=C2C=NN(C2=C3)C)S1)C N,N-dimethyl-5-(3-(1-methyl-1H-indazol-6-yl)-1,4-dihydrothieno[2',3':4,5]cyclopenta[1,2-c]pyrazol-6-yl)pyridin-2-amine